COC(=O)C=1C=C2CCC(C2=CC1F)=C 6-Fluoro-1-methylidene-2,3-dihydro-1H-indene-5-carboxylic acid methyl ester